4-((7,8-dimethoxy-3-methyl-2-oxo-2,3-dihydro-1H-imidazo[4,5-c]quinolin-1-yl)methyl)piperidine-1-sulfonamide COC=1C(=CC=2C3=C(C=NC2C1)N(C(N3CC3CCN(CC3)S(=O)(=O)N)=O)C)OC